(3-methyl-3,6-dihydro-2H-pyran-4-yl)-thiazolo[4,5-c]pyridin CC1COCC=C1C=1SC2=C(C=NC=C2)N1